lithium potassium (sec-butyl) malonate C(CC(=O)[O-])(=O)OC(C)CC.[K+].[Li+].C(C)(CC)OC(CC(=O)[O-])=O